10,14-Dimethylpentadecyl butyrate C(CCC)(=O)OCCCCCCCCCC(CCCC(C)C)C